FC=1C=CC(=NC1)C1=NN2C(OCC(C2)(C)C)=C1 (5-fluoropyridin-2-yl)-6,6-dimethyl-6,7-dihydro-5H-pyrazolo[5,1-b][1,3]Oxazine